FC(CCN1C(CCCC1)(CC)[SiH](OC)OC)(F)F 1-trifluoropropyl-2-ethylpiperidinyl-dimethoxysilane